OCC1CC(N(CC1)C(=O)OC(C)(C)C)C tert-butyl 4-(hydroxymethyl)-2-methylpiperidine-1-carboxylate